O1C(COC2=C1C=CC=C2)C2=CC=C(CN(CC)CC)C=C2 N-[4-(2,3-dihydro-1,4-benzodioxin-2-yl)benzyl]-N-ethyl-ethylamine